1-(5-chloro-2,3-difluoro-6-methoxy-phenyl)-3-carbamimidoyl-guanidine ClC=1C=C(C(=C(C1OC)NC(=N)NC(N)=N)F)F